6,7-dimethyl-2-((2S)-2-(1-methyl-1H-pyrazol-4-yl)-4-morpholinyl)-4-(6-(trifluoromethyl)-3-pyridinyl)pteridine CC=1N=C2C(=NC(=NC2=NC1C)N1C[C@@H](OCC1)C=1C=NN(C1)C)C=1C=NC(=CC1)C(F)(F)F